C(#N)C1=C(N(C2=NC(=C(C=C21)C)C)C2=C(C(=CC=C2C)OC)C)[NH3+] [3-cyano-1-(3-methoxy-2,6-dimethyl-phenyl)-5,6-dimethyl-pyrrolo[2,3-b]pyridin-2-yl]ammonium